3-(3,5-dimethyl-1-(3-methyl-[1,2,4]triazolo[4,3-b]pyridazin-6-yl)-1H-pyrazol-4-yl)-1-(4-(2-ethylbenzyl)piperazin-1-yl)propan-1-one CC1=NN(C(=C1CCC(=O)N1CCN(CC1)CC1=C(C=CC=C1)CC)C)C=1C=CC=2N(N1)C(=NN2)C